ClC=1C=C(OC2=CC=NC3=CC(=C(C=C23)OC)OC)C=CC1[N+](=O)[O-] 4-(3-chloro-4-nitrophenoxy)-6,7-dimethoxy-quinoline